1-ethyl-2,3-dimethyl-imidazolium hexafluoroantimonate F[Sb-](F)(F)(F)(F)F.C(C)N1C(=[N+](C=C1)C)C